2-[(6-benzyl-4-chloro-5,6,7,8-tetrahydropyrido[3,4-d]pyridazin-1-yl)amino]cyclohexan-1-ol C(C1=CC=CC=C1)N1CC2=C(N=NC(=C2CC1)NC1C(CCCC1)O)Cl